(S)-2,2-difluoro-N-(4-methyl-3-(4,4,5,5-tetramethyl-1,3,2-dioxaborolan-2-yl)phenyl)cyclopropane-1-carboxamide FC1([C@@H](C1)C(=O)NC1=CC(=C(C=C1)C)B1OC(C(O1)(C)C)(C)C)F